O1CCOC12CC=C(CC2)B2OC(C)(C)C(C)(C)O2 1,4-dioxaspiro[4.5]dec-7-en-8-boronic acid pinacol ester